C1(CCC1)CN[C@H]1CN(CCC1)C=1C=NC(=CC1)CN1N=NC(=C1)C=1N=NC=C(C1)OC (R)-N-(cyclobutylmethyl)-1-(6-((4-(5-methoxypyridazin-3-yl)-1H-1,2,3-triazol-1-yl)methyl)pyridin-3-yl)piperidin-3-amine